6-methyl-1,6-dihydro-7H-pyrrolo[2,3-c]pyridine-7-one CN1C(C2=C(C=C1)C=CN2)=O